3-(hydroxymethyl)-2-methyl-pyrrolidine-1-carboxylic acid tert-butyl ester C(C)(C)(C)OC(=O)N1C(C(CC1)CO)C